ClC=1C=C(C(=NC1)C#N)C=1N=NN(C1)CC1=CC=C2C=C(NC2=C1)CNCC1CCC1 5-chloro-3-(1-((2-(((cyclobutylmethyl)amino)methyl)-1H-indol-6-yl)methyl)-1H-1,2,3-triazol-4-yl)picolinonitrile